N-[5-[5-[(1R,2S)-2-fluorocyclopropyl]-1,2,4-oxadiazol-3-yl]-2-methyl-phenyl]-6-[(2-hydroxy-2-methylpropoxy)methyl]pyrazolo[1,5-a]pyridine-3-carboxamide F[C@@H]1[C@H](C1)C1=NC(=NO1)C=1C=CC(=C(C1)NC(=O)C=1C=NN2C1C=CC(=C2)COCC(C)(C)O)C